[Si](C)(C)(C(C)(C)C)OCC1CC(NCC1)=O 4-[[Tert-butyl(dimethyl)silyl]oxymethyl]piperidin-2-one